methacrylic acid 2-hydroxy-3-phenoxypropyl ester OC(COC(C(=C)C)=O)COC1=CC=CC=C1